3-amino-6-(2,6-difluorophenyl)-5-fluoropyridine-2-carboxylic acid NC=1C(=NC(=C(C1)F)C1=C(C=CC=C1F)F)C(=O)O